CN(C/C=C/C(=O)N1CC(C1)(C(=O)N1CCC(CC1)N1N=C(C(=N1)C=1C=C(C=2N(C1)N=CC2C#N)OC)C)F)C (E)-6-(2-(1-(1-(4-(dimethylamino)but-2-enoyl)-3-fluoroazetidine-3-carbonyl)piperidin-4-yl)-5-methyl-2H-1,2,3-triazol-4-yl)-4-methoxypyrazolo[1,5-a]pyridine-3-carbonitrile